bis(2-(2-butoxyethoxy) ethyl) terephthalate C(C1=CC=C(C(=O)OCCOCCOCCCC)C=C1)(=O)OCCOCCOCCCC